Ethyl 2-{6-oxo-8-oxa-3,5-diazatricyclo[7.4.0.02,7]trideca-1(9),2(7),3,10,12-pentaen-4-yl}acetate O=C1NC(=NC=2C=3C=CC=CC3OC12)CC(=O)OCC